(S)-7-((1R,3s,5S,6S)-6-(1-isopropyl-3-(trifluoromethyl)-1H-pyrazol-5-yl)bicyclo[3.1.0]hexan-3-yl)-2-thia-7-azaspiro[4.5]decane 2,2-dioxide C(C)(C)N1N=C(C=C1C1[C@H]2CC(C[C@@H]12)N1C[C@@]2(CCS(C2)(=O)=O)CCC1)C(F)(F)F